CC1CCOC=C1 4-methyl-3,4-dihydro-2H-pyran